dimethyl-4-phenylenediamine CN(C)C1=CC=C(C=C1)N